(S)-methyl 2-((4-chlorophenyl) thio)-2-phenylacetate ClC1=CC=C(C=C1)S[C@H](C(=O)OC)C1=CC=CC=C1